CN1C(=CC=2CN(CCC21)C(=O)OCC2=CC=CC=C2)C(=O)[O-] 5-benzyl 1-methyl-6,7-dihydro-1H-pyrrolo[3,2-c]pyridine-2,5(4H)-dicarboxylate